COC1=CC2=C(C3=CC=CC=C3N=C2C=C1OC)N[C@H]1CN(CCC1)CCC#N 3-[(3R)-3-[(2,3-dimethoxyacridin-9-yl)amino]piperidin-1-yl]propanenitrile